[Cl-].[Mg+2].C(C)S(=O)(=O)O.[Cl-] ethanesulfonic acid magnesium chloride salt